C(C1=CC=CC=C1)(=O)O.C1(=CC=CC=C1)COC=1C=CC(=C2C=CC(NC12)=O)[C@H](CNC1CC2=CC(=C(C=C2C1)CC)CC)O 8-Phenylmethoxy-5-[(R)-2-(5,6-diethyl-indan-2-ylamino)-1-hydroxy-ethyl]-1H-quinolin-2-one benzoate